7-(difluoromethoxy)-N-(2-methoxyethyl)-6-[3-(pyrrolidin-1-yl)propoxy]-1H,2H,3H-cyclopenta[b]quinolin-9-amine FC(OC1=CC=2C(=C3C(=NC2C=C1OCCCN1CCCC1)CCC3)NCCOC)F